3-Chloro-2-[(6aR)-4-chloro-2-ethynyl-6,6a,7,8,9,10-hexahydro-12H-pyrazino[2,1-c]pyrido[2,3-f][1,4]oxazepin-3-yl]phenol ClC=1C(=C(C=CC1)O)C1=C(C2=C(CN3[C@@H](CO2)CNCC3)N=C1C#C)Cl